Racemic-3-(3-chloro-4-fluorophenyl)-1-(cyclopropylmethyl)-1-(1-(1-oxo-1,2-dihydroisoquinolin-4-yl)ethyl)urea ClC=1C=C(C=CC1F)NC(N([C@H](C)C1=CNC(C2=CC=CC=C12)=O)CC1CC1)=O |r|